C(C1=CC=CC=C1)N1CC(C(C1)CN1C(C2=CC=CC=C2C1=O)=O)C#N 1-benzyl-4-[(1,3-dioxoisoindol-2-yl)methyl]pyrrolidine-3-carbonitrile